2-(difluoromethyl)-5-(5-fluoro-6-((quinazolin-6-yloxy)methyl)pyridin-3-yl)-1,3,4-oxadiazole FC(C=1OC(=NN1)C=1C=NC(=C(C1)F)COC=1C=C2C=NC=NC2=CC1)F